F[C@@H]1C(NC(C[C@@H]1N)(C)C)(C)C |r| (±)-cis-3-fluoro-2,2,6,6-tetramethylpiperidin-4-amine